1-cyclopropyl-N-((5-(2-((2-methylquinazolin-4-yl)thio)acetyl)thiophen-2-yl)methyl)methanesulfonamide (Z)-ethyl-(3-(2-chlorophenyl)-4-(hydroxymethyl)thiazolidin-2-ylidene)carbamate C(C)OC(\N=C\1/SCC(N1C1=C(C=CC=C1)Cl)CO)=O.C1(CC1)CS(=O)(=O)NCC=1SC(=CC1)C(CSC1=NC(=NC2=CC=CC=C12)C)=O